indole-2-boronic acid N1C(=CC2=CC=CC=C12)B(O)O